C1(CC1)C1=CC=C2C=C(C(NC2=C1F)=O)C(=O)OC methyl 7-cyclopropyl-8-fluoro-2-oxo-1,2-dihydroquinoline-3-carboxylate